C(C)(C)(C)OC(=O)N(CCN(C(CCOCCNC(OCC1C2=CC=CC=C2C=2C=CC=CC12)=O)=O)CCN(C(CCOCCOCCC(=O)OC(C)(C)C)=O)C)C tert-butyl 11-(2-((tert-butoxycarbonyl)(methyl)amino)ethyl)-1-(9H-fluoren-9-yl)-14-methyl-3,10,15-trioxo-2,7,18,21-tetraoxa-4,11,14-triazatetracosan-24-oate